FC1=CC=C(C=C1)C(CC)C=1C=NC(=NC1)N1CCNCC1 5-(1-(4-fluorophenyl)propyl)-2-(piperazin-1-yl)pyrimidine